ClC1=NC(=NC(=N1)Cl)C1=CC(=CC=C1)[Si](C1=CC=CC=C1)(C1=CC=CC=C1)C1=CC=CC=C1 2,4-dichloro-6-(3-(triphenylsilyl)phenyl)-1,3,5-triazine